(R,Z)-1-((5-Bromo-2'-chloro-[1,1'-biphenyl]-2-yl)sulfonyl)-4-fluoro-N-(4-((5-oxopentyl)sulfonyl)but-3-en-2-yl)piperidine-4-carboxamide BrC=1C=CC(=C(C1)C1=C(C=CC=C1)Cl)S(=O)(=O)N1CCC(CC1)(C(=O)N[C@H](C)\C=C/S(=O)(=O)CCCCC=O)F